ClC1=C(C=C(C=C1)C=1NC(C=2N(C1)N=C(C2C2CC(C2)(F)F)C(=O)OCC)=O)C ethyl 6-(4-chloro-3-methylphenyl)-3-(3,3-difluorocyclobutyl)-4-oxo-4,5-dihydropyrazolo[1,5-a]pyrazine-2-carboxylate